(3S)-4,4-difluoro-3-(3-fluoro-1H-pyrazol-1-yl)butyric acid FC([C@H](CC(=O)O)N1N=C(C=C1)F)F